ClC=1C(=NC=C(C1)C(F)(F)F)NN=C(C(=O)OC)CC methyl 2-{2-[3-chloro-5-(trifluoromethyl)pyridin-2-yl]hydrazinylidene}butyrate